[Si](C)(C)(C(C)(C)C)OCC[C@H](C)N(C1=CC(=NC=C1)Cl)C1CC1 (S)-N-(4-((tert-butyldimethylsilyl)oxy)butan-2-yl)-2-chloro-N-cyclopropylpyridin-4-amine